tert-butyl (1-(7-(2,3-dichlorophenyl)-[1,2,5]thiadiazolo[3,4-c]pyridin-4-yl)-4-methylpiperidin-4-yl)carbamate ClC1=C(C=CC=C1Cl)C=1C=2C(C(=NC1)N1CCC(CC1)(C)NC(OC(C)(C)C)=O)=NSN2